4-bromo-5-methyl-1-(tetrahydro-2H-pyran-4-yl)-1H-pyrazole BrC=1C=NN(C1C)C1CCOCC1